N[C@@H](CC(=O)OCC)C=1C=C(C=CC1)C1=CC(=C(C=C1)F)F ethyl (S)-3-amino-3-(3',4'-difluorobiphenyl-3-yl)propanoate